1-(2,2-difluoroethyl)-N-((3aR,5s,6aS)-2-(6-(trifluoromethyl)pyrazin-2-yl)octahydrocyclopenta[c]pyrrol-5-yl)-1H-pyrazolo[3,4-b]pyrazin-6-amine FC(CN1N=CC=2C1=NC(=CN2)NC2C[C@@H]1[C@@H](CN(C1)C1=NC(=CN=C1)C(F)(F)F)C2)F